((2-methyl-5-(5-phenyl-4H-1,2,4-triazol-3-yl)phenyl)sulfonyl)-4-(2-(pyridin-4-yl)ethyl)piperazine CC1=C(C=C(C=C1)C1=NN=C(N1)C1=CC=CC=C1)S(=O)(=O)N1CCN(CC1)CCC1=CC=NC=C1